3-(4-HYDROXYPHENYL)PYRUVATE OC1=CC=C(C=C1)CC(C(=O)[O-])=O